ClC=1C(=CC2=C([C@@H](C[C@@H](O2)C(=O)NC23CCC(C2)(C3)N3N=CC(=C3)C3=NC=C(C=C3)C(F)(F)F)O)C1)F (2R,4R)-6-chloro-7-fluoro-4-hydroxy-N-(4-{4-[5-(trifluoromethyl)pyridin-2-yl]-1H-pyrazol-1-yl}bicyclo[2.1.1]hexan-1-yl)-3,4-dihydro-2H-1-benzopyran-2-carboxamide